OC1=C(C(=C(C(=O)OC2=C(C(=C(C(=C2C)C)S(=O)(=O)O)C)C)C(=C1)C)C)C 4-((4-hydroxy-2,3,6-trimethylbenzoyl)oxy)-2,3,5,6-tetramethylbenzenesulfonic acid